(5-(2-Cyclobutyl-7H-pyrrolo[2,3-d]pyrimidin-5-yl)pyrazolo[1,5-a]pyridin-3-yl)(piperidin-1-yl)methanone C1(CCC1)C=1N=CC2=C(N1)NC=C2C2=CC=1N(C=C2)N=CC1C(=O)N1CCCCC1